3-methyl-4-methylsulfanylphenol CC=1C=C(C=CC1SC)O